[Si](C1=CC=CC=C1)(C1=CC=CC=C1)(C(C)(C)C)OC[C@@H]1N([C@H](C2=CC=C(C(=C2C1)[C@H]1[C@@H](C1)C(C)(C)O)F)C)C(CC1=C(C=CC=C1Cl)Cl)=O 1-[(1S,3R)-3-[[tert-butyl(diphenyl)silyl]oxymethyl]-6-fluoro-5-[trans-2-(1-hydroxy-1-methyl-ethyl)cyclopropyl]-1-methyl-3,4-dihydro-1H-isoquinolin-2-yl]-2-(2,6-dichlorophenyl)ethanone